C(C)(C)OC(N[C@@H]1CC[C@H](CC1)C=1SC(=CN1)C1=C(C=C(C=C1)Br)SC1CC1)=O Trans-N-[4-[5-(4-bromo-2-cyclopropylsulfanyl-phenyl)thiazol-2-yl]cyclohexyl]carbamic acid isopropyl ester